2-cyanoimino-1,3-thiazole C(#N)N=C1SC=CN1